tertbutyl 4-amino-6-(prop-1-en-2-yl)-3',6'-dihydro-[2,4'-bipyridine]-1'(2'H)-carboxylate NC1=CC(=NC(=C1)C(=C)C)C=1CCN(CC1)C(=O)OC(C)(C)C